([4-(3,3-Dibenzyl-ureido)-benzenesulfonyl]-[2-(4-methoxy-phenyl)-ethyl]-amino)-N-hydroxy-propionamide C(C1=CC=CC=C1)N(C(NC1=CC=C(C=C1)S(=O)(=O)N(CCC1=CC=C(C=C1)OC)C(C(=O)NO)C)=O)CC1=CC=CC=C1